C[C@H]1[C@@H]([C@H]([C@H]([C@@H](O1)OC2=CC3=CC4=C(C(=C3C(=C2C(=O)OC)C)O)C(=O)[C@@]5(C(=O)C=C([C@H]([C@@]5(C4=O)O)O)OC)O)OC)OC)O The molecule is a member of the class of tetracenomycins that is 8-demethyltetracenomycin C in which the hydroxyl hydrogen at position 8 is replaced by a 2,3-di-O-methyl-alpha-L-rhamnosyl residue. It has a role as a bacterial metabolite. It is an alpha-L-rhamnoside, an enol ether, an enone, a monosaccharide derivative, a member of phenols, a member of tetracenequinones, a tetracenomycin, a methyl ester and a tertiary alpha-hydroxy ketone. It derives from a tetracenomycin C.